methanedisulfonate C(S(=O)(=O)[O-])S(=O)(=O)[O-]